OCC1=C(N=C(S1)NC1=CC=C(C=C1)S(N)(=O)=O)C1=CC=C(C=C1)S(=O)(=O)NC(C)C 4-(5-(Hydroxymethyl)-2-((4-sulfamoylphenyl)amino)thiazol-4-yl)-N-isopropylbenzenesulfonamide